N,N'-bis(4,6-diamino-1,3,5-triazinyl)-hexamethylenediamine NC1=NC(=NC(=N1)N)NCCCCCCNC1=NC(=NC(=N1)N)N